8-(1,1':4',1''-terphenyl-3-yl)-4-[3-(9-phenyl-9H-carbazol-3-yl)phenyl]-[1]benzofuro[3,2-d]pyrimidine C1(=CC(=CC=C1)C=1C=CC2=C(C1)C=1N=CN=C(C1O2)C2=CC(=CC=C2)C=2C=CC=1N(C3=CC=CC=C3C1C2)C2=CC=CC=C2)C2=CC=C(C=C2)C2=CC=CC=C2